C(C)(C)C(CCCCCCC)([PH2]=O)C(C)CC 1-isopropyl-sec-butyl-phosphinoyl-octane